FC1(CCC(OC1)C1=C(C=C(C=C1)F)C(C(=O)O)N1C[C@@H](CC1)OCCCCC1=NC=2NCCCC2C(=C1)OC)F 2-(2-(5,5-Difluorotetrahydro-2H-pyran-2-yl)-5-fluorophenyl)-2-((R)-3-(4-(4-methoxy-5,6,7,8-tetrahydro-1,8-naphthyridin-2-yl)butoxy)pyrrolidin-1-yl)acetic acid